ClC1=NC=C(C(=O)NC([2H])([2H])[2H])C(=C1)NC1=C(C2=C(C=N1)C=NN2CC(F)(F)F)OC 6-Chloro-4-((7-methoxy-1-(2,2,2-trifluoroethyl)-1H-pyrazolo[4,3-c]pyridin-6-yl)amino)-N-(methyl-d3)nicotinamide